(8-amino-2-((2,5-difluorophenyl)(hydroxy)methyl)-5-(pyrimidin-4-yl)-[1,2,4]triazolo[1,5-a]pyrazin-6-yl)benzonitrile NC=1C=2N(C(=C(N1)C1=C(C#N)C=CC=C1)C1=NC=NC=C1)N=C(N2)C(O)C2=C(C=CC(=C2)F)F